CC(C)(CCC(C)(OOC(C)(C)C)C)OOC(C)(C)C 2,5-dimethyl-2,5-di(tert-butylperoxy)-hexane